FC1=CC=2NC(C=3N(C2N=C1C=1C=CC=C2C(=CNC12)C)C(=NN3)C)(C)C 3-Fluoro-6,6,9-trimethyl-2-(3-methyl-1H-indol-7-yl)-5,6-dihydropyrido[3,2-e][1,2,4]triazolo[4,3-a]pyrazin